diepoxypropane diacrylate C(C=C)(=O)O.C(C=C)(=O)O.C12C(C)(O1)O2